methyl 5-fluoro-1-((5-phenylthiophen-2-yl) methyl)-1H-indazole-7-carboxylate FC=1C=C2C=NN(C2=C(C1)C(=O)OC)CC=1SC(=CC1)C1=CC=CC=C1